2-[4-(hydroxymethyl)cyclohexyl]-5-nitro-6-[(1R,4R)-2-oxa-5-azabicyclo[2.2.1]heptan-5-yl]isoindolin-1-one OCC1CCC(CC1)N1C(C2=CC(=C(C=C2C1)[N+](=O)[O-])N1[C@H]2CO[C@@H](C1)C2)=O